N-[(6-Amino-2-pyridyl)sulfonyl]-2-[1-(2,2-dimethylcyclopropyl)propoxy]-6-(3-fluoro-5-isobutoxyphenyl)pyridin-3-carboxamid NC1=CC=CC(=N1)S(=O)(=O)NC(=O)C=1C(=NC(=CC1)C1=CC(=CC(=C1)OCC(C)C)F)OC(CC)C1C(C1)(C)C